(S)-2-[5-(((1,2-dihydro-3-methyl-1-oxobenzo(f)quinazolin-9-yl)methyl)amino)-1-oxo-2-isoindolinyl]-glutaric acid CC1=NC=2C=CC3=C(C2C(N1)=O)C=C(C=C3)CNC=3C=C1CN(C(C1=CC3)=O)[C@H](C(=O)O)CCC(=O)O